C(C1=CC=CC=C1)OCC1=CC=C(C=C1)NC(=O)C1=CC(=NC(=C1)C)C=1C=C(C(=NC1)C)C(=O)O 5-[4-[[4-(benzyloxymethyl)phenyl]carbamoyl]-6-methyl-2-pyridyl]-2-methyl-pyridine-3-carboxylic acid